5-(difluoromethoxy)-3-fluoro-N,N-bis(4-methoxybenzyl)pyridin-2-amine FC(OC=1C=C(C(=NC1)N(CC1=CC=C(C=C1)OC)CC1=CC=C(C=C1)OC)F)F